C[C@H]1N(C[C@@H]([C@H]([C@@H]1O)O)O)CCC1=CC=C(C=C1)C(F)(F)F (2R,3R,4R,5S)-2-methyl-1-(4-(trifluoromethyl)phenethyl)piperidine-3,4,5-triol